2-[3-(1-aminoethyl)pyrazin-2-yl]-4-methyl-1,2,4-triazol-3-one NC(C)C=1C(=NC=CN1)N1N=CN(C1=O)C